dipalmitoylmethyl-hydroxyethylammonium methylsulfate COS(=O)(=O)[O-].C(CCCCCCCCCCCCCCC)(=O)[N+](CCO)(C)C(CCCCCCCCCCCCCCC)=O